ClC=1C=NC=C(C1[C@@H](C)OC=1C=C2C(=NNC2=CC1)NC(C1=CN=C(C=C1)N=S(=O)(C)C)=O)Cl (R)-N-(5-(1-(3,5-Dichloropyridin-4-yl)ethoxy)-1H-indazol-3-yl)-6-((dimethyl(oxo)-λ6-sulfaneylidene)amino)nicotinamide